5-cyano-N-[2-(4,4-dimethylcyclohexen-1-yl)-6-[1,5-dimethyl-8-oxabicyclo[3.2.1]oct-2-en-3-yl]-3-pyridyl]-1H-imidazole-2-carboxamide C(#N)C1=CN=C(N1)C(=O)NC=1C(=NC(=CC1)C1=CC2(CCC(C1)(O2)C)C)C2=CCC(CC2)(C)C